3,7-dimethyl-6-octenyl acrylate C(C=C)(=O)OCCC(CCC=C(C)C)C